4-hydroxy-pentan-3-ene-2-one OC(=CC(C)=O)C